C(C1=CC=CC=C1)N(C1CCC(CC1)C(=O)N1CC(C2=NC(=CC=C21)C)(C)C)C ((1s,4s)-4-(benzyl(methyl)amino)cyclohexyl)(3,3,5-trimethyl-2,3-dihydro-1H-pyrrolo[3,2-b]pyridin-1-yl)methanone